(1R,4R)-4-((2-Methyl-2-((R)-3-(3-(trifluoromethyl)phenoxy)pyrrolidin-1-yl)propanamido)methyl)cyclohexane-1-carboxamide, hydrochloride Cl.CC(C(=O)NCC1CCC(CC1)C(=O)N)(C)N1C[C@@H](CC1)OC1=CC(=CC=C1)C(F)(F)F